F[C@@H]\1[C@@]2(CC[C@](C/C1=C\C=1N=CC(=NC1)C1=C(C=C(C=C1)N1N=C(N=N1)C)O)(N2)C)C 2-(5-((E)-((1S,2S,5R)-2-fluoro-1,5-dimethyl-8-azabicyclo[3.2.1]octan-3-ylidene)methyl)pyrazin-2-yl)-5-(5-methyl-2H-tetrazol-2-yl)phenol